2-amino-3-methyl-N-((7S)-2-methyl-4,5,6,7-tetrahydro-1,3-benzothiazol-7-yl)-N-((5-(trifluoromethyl)-2-pyridinyl)methyl)-6-quinolinecarboxamide NC1=NC2=CC=C(C=C2C=C1C)C(=O)N(CC1=NC=C(C=C1)C(F)(F)F)[C@H]1CCCC=2N=C(SC21)C